COC1CC(C1)O (1s,3s)-3-methoxycyclobutanol